BrC=1C(=NC=CC1)OCC1COC1 3-bromo-2-(oxetan-3-ylmethoxy)pyridine